C(CC)OC1=CC=C(C=CC(=O)O)C=C1 4-propoxycinnamic acid